O1COC2=C1C=CC(=C2)C=2C=C(OC2)C(CCC(=O)O)=O 4-(4-(benzo[d][1,3]dioxol-5-yl)furan-2-yl)-4-oxobutanoic acid